C1(CC1)C=1N=CC=2C3=C(C=C(C2C1)S(=O)(=O)NCC(C)(C)F)C(CC3)NC3=CC(C3(C)C)=O 3-cyclopropyl-7-[(4,4-dimethyl-3-oxocyclobuten-1-yl)amino]-N-(2-fluoro-2-methylpropyl)-8,9-dihydro-7H-cyclopenta[H]isoquinoline-5-sulfonamide